FC1=CC(=C(C=C1)C=1NC=C(N1)CC)O 2-(4-fluoro-2-hydroxyphenyl)-4(s)-ethylimidazole